N-(8-(methylamino)-5-(4-((1-methylpiperidin-4-yl)oxy)phenyl)-2,7-naphthyridin-3-yl)cyclopropanecarboxamide CNC=1N=CC(=C2C=C(N=CC12)NC(=O)C1CC1)C1=CC=C(C=C1)OC1CCN(CC1)C